C1(CCCCCC1)NC(C1=NC(=CC=C1)N1C=NN=C1)=O N-cycloheptyl-6-(4H-1,2,4-triazol-4-yl)picolinamide